[3-(fluoromethoxy)phenyl]methylamine hydrochloride Cl.FCOC=1C=C(C=CC1)CN